3-(5-(1-((8-fluoro-4-oxo-3-(pyridin-2-yl)-3,4-dihydroquinazolin-6-yl)methyl)piperidin-4-yl)-1-oxoisoindolin-2-yl)piperidine-2,6-dione FC=1C=C(C=C2C(N(C=NC12)C1=NC=CC=C1)=O)CN1CCC(CC1)C=1C=C2CN(C(C2=CC1)=O)C1C(NC(CC1)=O)=O